7-(4-AMINOCINNOLIN-7-YL)-3-METHYL-3,4-DIHYDRO-1H-2,1-BENZOXABORININ-1-OL NC1=CN=NC2=CC(=CC=C12)C1=CC2=C(CC(OB2O)C)C=C1